1-(5-isoquinolinesulfonyl)homopiperazine dihydrochloride Cl.Cl.C1=NC=CC=2C(=CC=CC12)S(=O)(=O)N1CCNCCC1